CC=1N=C(SC1)N1N=C(C=C1)CC(=O)O 2-[1-(4-methyl-1,3-thiazol-2-yl)-1H-pyrazol-3-yl]acetic acid